2-((4-(6-(benzo[d]thiazol-6-ylmethoxy)pyridin-2-yl)piperidin-1-yl)methyl)-1-(2-methoxyethyl)-1H-benzo[d]imidazole-6-carboxylic acid S1C=NC2=C1C=C(C=C2)COC2=CC=CC(=N2)C2CCN(CC2)CC2=NC1=C(N2CCOC)C=C(C=C1)C(=O)O